tert-butyl((5'H,7'H-spiro[cyclopropane-1,4'-thieno[2,3-c]pyran]-7'-yl)methyl)carbamate C(C)(C)(C)OC(NCC1OCC2(C3=C1SC=C3)CC2)=O